((R)-3-(4-chlorophenoxy)-1-((R)-3-methoxy-2-(pyrazine-2-carboxamido)propanamido)propyl)boronic acid ClC1=CC=C(OCC[C@H](NC([C@@H](COC)NC(=O)C2=NC=CN=C2)=O)B(O)O)C=C1